2-(1-methoxypyrenyl)butylamine COC1=C(C=C2C=CC3=CC=CC4=CC=C1C2=C34)C(CN)CC